ClC(C(=O)O)(Cl)Cl.CN(C)CCCC N,N-dimethylaminobutane trichloroacetate